8-Methoxy-5-nitroquinoline-3-carboxylic acid ethyl ester C(C)OC(=O)C=1C=NC2=C(C=CC(=C2C1)[N+](=O)[O-])OC